NC1=CC2=C(SCCN2CC2=CC=CC=C2)C=C1 6-Amino-4-benzyl-2H-benzo[b][1,4]thiazin